C(N)(=N)C=1C=C(SC1)[C@@H](C)NC(=O)[C@H]1N(C[C@](C1)(CF)F)C(CNC(=O)C=1C=CC2=C(SC3=C2C=CC=C3)C1)=O (2S,4R)-N-((R)-1-(4-carbamimidoylthiophen-2-yl)ethyl)-1-((dibenzo[b,d]thiophene-3-carbonyl)glycyl)-4-fluoro-4-(fluoromethyl)pyrrolidine-2-carboxamide